2-(4-cyclopropyl-6-(difluoromethoxy)pyrimidin-5-yl)-N-(4-(1-isopropyl-4-(trifluoromethyl)-1H-imidazol-2-yl)benzyl)-7-(tetrahydro-2H-pyran-2-yl)-7H-purin-6-amine C1(CC1)C1=NC=NC(=C1C1=NC(=C2N(C=NC2=N1)C1OCCCC1)NCC1=CC=C(C=C1)C=1N(C=C(N1)C(F)(F)F)C(C)C)OC(F)F